FC=1C(=CC(=NC1)C(O[Si](C(C)(C)C)(C)C)CCO[Si](C(C)(C)C)(C)C)NC(OCC1=CC=CC=C1)=O benzyl (5-fluoro-2-(2,2,3,3,9,9,10,10-octamethyl-4,8-dioxa-3,9-disilaundecan-5-yl)pyridin-4-yl)carbamate